1-(4-chloro-2-fluoro-3-(3-(piperazin-1-yl)quinoxaline-6-carbonyl)phenyl)-3-(4-fluorophenyl)urea ClC1=C(C(=C(C=C1)NC(=O)NC1=CC=C(C=C1)F)F)C(=O)C=1C=C2N=C(C=NC2=CC1)N1CCNCC1